O=C1NC(=CC=C1C(=O)NC(CCC)C1=CC=C(C=C1)C)C(F)(F)F 2-oxo-N-(1-(p-tolyl)butyl)-6-(trifluoromethyl)-1,2-dihydropyridine-3-carboxamide